FC(C=1N=C2N(C(=CC=C2)NC2CCC(CC2)NC(C2=CC=C(C=C2)NCC(F)(F)F)=O)C1)F N-[(1s,4s)-4-{[2-(difluoromethyl)imidazo[1,2-a]pyridin-5-yl]amino}cyclohexyl]-4-[(2,2,2-trifluoroethyl)amino]benzamide